(S)-3-((Z)-2-(((S)-2-(4-(3-((3-aminopropyl)amino)-1-methylpyridazin-1-ium-6-yl)phenoxy)-1-carboxyethoxy)imino)-2-(2-aminothiazol-4-yl)acetamido)-2,2-dimethyl-4-oxoazetidin-1-yl sulfate S(=O)(=O)(ON1C([C@@H](C1=O)NC(\C(\C=1N=C(SC1)N)=N/O[C@@H](COC1=CC=C(C=C1)C1=CC=C(N=[N+]1C)NCCCN)C(=O)O)=O)(C)C)[O-]